C(C)(C)(C)OC(=O)C1=CC=NC2=CC=C(C=C12)N1CC(C1)(C)CF 6-(3-(fluoromethyl)-3-Methylazetidin-1-yl)quinoline-4-carboxylic acid tert-butyl ester